C(C)(=O)N1CCC(CC1)NCC1=C(C=C(C=C1)C1=NC=CC(=C1Cl)C1=C(C#N)C(=CC=C1)C1=NC(=C(C=C1)CNC1CCN(CC1)C(C)=O)OC)OC 2-(2-(4-(((1-acetylpiperidin-4-yl)amino)methyl)-3-methoxyphenyl)-3-chloropyridin-4-yl)-6-(5-(((1-acetylpiperidin-4-yl)amino)methyl)-6-methoxypyridin-2-yl)benzonitrile